4-chloro-1-(methoxymethyl)-2-(4,4,5,5-tetramethyl-1,3,2-dioxaborolan-2-yl)-1H-pyrrolo[2,3-b]pyridine ClC1=C2C(=NC=C1)N(C(=C2)B2OC(C(O2)(C)C)(C)C)COC